(S)-7-chloro-3-iodo-1-(pyrrolidin-3-yl)-1H-pyrazolo[4,3-c]pyridin-4-amine ClC=1C2=C(C(=NC1)N)C(=NN2[C@@H]2CNCC2)I